C(=C)C1=CC2=C(CCC3=C(CC2)C=C(C=C3)C=C)C=C1 2,9-divinyl-dibenzo[a,e]cyclooctane